(1R,2R,3aS,10aR)-2-chloro-5-fluoro-1-{(1E,3ξ)-3-[3-(4-fluorophenyl)-3-oxetanyl]-3-hydroxy-1-propen-1-yl}-2,3,3a,9,10,10a-hexahydro-1H-benzo[b]cyclopenta[f]oxepin-6-carboxylic acid Cl[C@@H]1C[C@H]2[C@H](CCC3=C(O2)C(=C(C=C3)C(=O)O)F)[C@H]1\C=C\C(O)C1(COC1)C1=CC=C(C=C1)F